5-(1,3-dioxo-2-pentanoyl-2,3-dihydro-1H-indene-5-carbonyl)-2-pentanoyl-2,3-dihydro-1H-indene-1,3-dione O=C1C(C(C2=CC(=CC=C12)C(=O)C=1C=C2C(C(C(C2=CC1)=O)C(CCCC)=O)=O)=O)C(CCCC)=O